N-(4-((3-chloro-4-fluorophenyl)amino)-5-(3-methoxyphenyl)quinazolin-6-yl)-3-(1-methylpyrrolidin-2-yl)acrylamide ClC=1C=C(C=CC1F)NC1=NC=NC2=CC=C(C(=C12)C1=CC(=CC=C1)OC)NC(C=CC1N(CCC1)C)=O